ClC1=NC=C2C=C(N=C(C2=C1)NCC1CN(CC1)C)C1=C(C(=CC(=C1Cl)OC)OC)Cl 7-chloro-3-(2,6-dichloro-3,5-dimethoxyphenyl)-N-((1-methylpyrrolidin-3-yl)methyl)-2,6-naphthyridine-1-amine